C(C)(C)(C)OC(=O)N1CCC(CC1)N1C(NC2=C1C=CC=C2N2N=CC(=C2)C(=O)OCC)=O 4-{4-[4-(ethoxycarbonyl)-1H-pyrazol-1-yl]-2-oxo-2,3-dihydro-1H-1,3-benzodiazol-1-yl}piperidine-1-carboxylic acid tert-butyl ester